4-(2-fluoro-4-(methoxy-d3)thieno[3,2-e]benzofuran-7-yl)-2-methyl-4-oxobutanoic acid FC=1OC2=C(C1)C1=C(C=C2OC([2H])([2H])[2H])SC(=C1)C(CC(C(=O)O)C)=O